NC1=C(C=CC(=C1)Cl)C1=C(N=C(N1C)CC1=CC2=C(OCO2)C=C1)C(=O)OCC ethyl 5-(2-amino-4-chlorophenyl)-2-(benzo[d][1,3]dioxol-5-ylmethyl)-1-methyl-1H-imidazole-4-carboxylate